(3-(trifluoromethoxy)phenyl)ethan-1-one FC(OC=1C=C(C=CC1)C(C)=O)(F)F